OC[C@H](C1=CC=CC=C1)NC1=NC(=NC=C1C1=NC(=NO1)C12CCN(CC1)CC2)NC2=NC=1CC(NC(C1C=C2)=O)(C)C (S)-2-((4-((2-hydroxy-1-phenylethyl)amino)-5-(3-(quinuclidin-4-yl)-1,2,4-oxadiazol-5-yl)pyrimidin-2-yl)amino)-7,7-dimethyl-7,8-dihydro-1,6-naphthyridin-5(6H)-one